COC1=C(OC2=CC=C(C=C2)N2N=C3C(NCC[C@@H]3N3CCN(CC3)S(=O)(=O)C3=C(C=CC=C3)[N+](=O)[O-])=C2C(=O)N)C=CC=C1 (7S)-2-[4-(2-methoxyphenoxy)phenyl]-7-[4-(2-nitrobenzene-1-sulfonyl)piperazin-1-yl]-4,5,6,7-tetrahydro-2H-pyrazolo[4,3-b]pyridine-3-carboxamide